4-(4-((2-(4-((3-(oxazol-4-ylmethyl)-5-(trifluoromethoxy)benzyl)amino)butoxy)ethyl)amino)-1H-indazol-6-yl)-1H-pyrazole-5-carbonitrile O1C=NC(=C1)CC=1C=C(CNCCCCOCCNC2=C3C=NNC3=CC(=C2)C=2C=NNC2C#N)C=C(C1)OC(F)(F)F